NC1=NNC(=C1)C=1C=C2C(=NC=NC2=CC1)N 6-(3-amino-1H-pyrazol-5-yl)quinazolin-4-amine